tert-butyl (S)-3-amino-4-((4-chloro-3-methylphenyl) amino)-4-oxobutanoate N[C@@H](CC(=O)OC(C)(C)C)C(=O)NC1=CC(=C(C=C1)Cl)C